N[C@H]1CN(CCC1)C=1N(C(N(C(C1)=O)CC=1C=C(C(=O)NCCC2CCCCC2)C=CC1)=O)CC#CC (R)-3-((4-(3-aminopiperidin-1-yl)-3-(but-2-yn-1-yl)-2,6-dioxo-3,6-dihydropyrimidin-1(2H)-yl)methyl)-N-(2-cyclohexylethyl)benzamide